N-{(2S,3R)-4,4-difluoro-1-((1s,3R)-3-fluorocyclobutane-1-carbonyl)-2-[(2,3',5'-trifluoro[1,1'-biphenyl]-3-yl)methyl]-pyrrolidin-3-yl}ethanesulfonamide FC1([C@@H]([C@@H](N(C1)C(=O)C1CC(C1)F)CC=1C(=C(C=CC1)C1=CC(=CC(=C1)F)F)F)NS(=O)(=O)CC)F